(1S,2S,4R,6R)-2-(hydroxymethyl)-2-(methoxymethyl)-6-(trifluoromethyl)quinuclidin-3-one OC[C@]1(N2[C@H](C[C@H](C1=O)CC2)C(F)(F)F)COC